tert-butyl 2-(2-(2-(4-(3-amino-6-chloropyridazin-4-yl)-1H-pyrazol-1-yl)ethoxy)ethoxy)acetate NC=1N=NC(=CC1C=1C=NN(C1)CCOCCOCC(=O)OC(C)(C)C)Cl